(R)-4-((1-(3-(difluoromethyl)-2-fluorophenyl)ethyl)amino)-8-(2,3-dihydroimidazo[1,2-a]pyridin-7-yl)-6-(1-(fluoromethyl)cyclopropyl)-2-methylpyrido[4,3-d]pyrimidine-7(6H)-one FC(C=1C(=C(C=CC1)[C@@H](C)NC=1C=2C(N=C(N1)C)=C(C(N(C2)C2(CC2)CF)=O)C2=CC=1N(C=C2)CCN1)F)F